ClC1C2C=CC(C(C1C1=CC=C(C(=N1)C1=CCC(CC1)(C)C)N)Cl)O2 6-[2,4-dichloro-8-oxabicyclo[3.2.1]oct-6-en-3-yl]-2-(4,4-dimethylcyclohexen-1-yl)pyridin-3-amine